C(#N)C1=C(C=CC(=C1)OC1=CC(=NC=C1)COC1=C(C=C(C=C1)C#N)F)CC1=NC2=C(N1C[C@H]1OCC1)C=C(C=C2F)C(=O)O [2-cyano-4-({2-[(4-cyano-2-fluorophenoxy)methyl]pyridin-4-yl}oxy)phenylmethyl]-4-fluoro-1-{[(2S)-oxetan-2-yl]methyl}-1H-1,3-benzodiazole-6-carboxylic acid